ClC=1C=CC2=C(CN(CCO2)C(=O)N[C@H]2[C@H]3CC[C@@H](C2)N3C#N)C1 7-chloro-N-((1R,2R,4S)-7-cyano-7-azabicyclo[2.2.1]heptan-2-yl)-2,3-dihydrobenzo[f][1,4]oxazepine-4(5H)-carboxamide